(P)-1-(4-cyclobutyl-2-methoxy-5-methylphenyl)-N-(isoxazol-3-yl)-2-oxo-1,2-dihydroquinoline-6-sulphonamide C1(CCC1)C1=CC(=C(C=C1C)N1C(C=CC2=CC(=CC=C12)S(=O)(=O)NC1=NOC=C1)=O)OC